CC(C1=CC=CC=C1)(C)C=1C(=C(C=C(C1)C(C1=CC=CC=C1)(C)C)N1N=C2C(=N1)C=CC=C2)O 2-(3,5-Bis(alpha,alpha-dimethylbenzyl)-2-hydroxyphenyl)-benzotriazol